(R)-1-(1-(2,6-dichloro-3-cyclopropylphenyl)ethyl)-6-(1-methyl-5-(pyrrolidin-1-yl)-1H-pyrazol-4-yl)-1H-[1,2,3]triazolo[4,5-c]pyridine ClC1=C(C(=CC=C1C1CC1)Cl)[C@@H](C)N1N=NC=2C=NC(=CC21)C=2C=NN(C2N2CCCC2)C